2-((2S,3R)-3-((tert-butyldimethylsilyl)oxy)-2-(cyclopentyloxy)-3-(3,5-dimethoxy-4-methylphenyl)propyl)benzo[d]thiazole-4-carboxylic acid [Si](C)(C)(C(C)(C)C)O[C@@H]([C@H](CC=1SC=2C(N1)=C(C=CC2)C(=O)O)OC2CCCC2)C2=CC(=C(C(=C2)OC)C)OC